N-[4-[4-(3-methylphenyl)-2-propyl-1,3-thiazol-5-yl]-2-pyridinyl]benzamide CC=1C=C(C=CC1)C=1N=C(SC1C1=CC(=NC=C1)NC(C1=CC=CC=C1)=O)CCC